[Pb].C1(O)=C(C(O)=CC=C1)C=O resorcinol-formaldehyde lead